OC1(COC1)C1=CC=C(C=C1)NC(=O)NS(=O)(=O)C1CCN(CC1)CC1=CC=C(C=C1)C(F)(F)F 1-(4-(3-hydroxyoxetan-3-yl)phenyl)-3-(1-(4-(trifluoromethyl)benzyl)piperidin-4-yl)sulfonylurea